CN1N=CC2=CC(=C(C=C12)OC1=CC=C(C=C1)OCCC(=O)N1CCOCC1)C(=O)N 1-methyl-6-[4-(3-morpholino-3-oxo-propoxy)phenoxy]indazole-5-carboxamide